N-({5-difluoromethoxy-6-[(3-methyl-5-isoxazolyl)methoxy]-2-indolyl}methyl)1-methylcyclopropanecarboxamide FC(OC=1C=C2C=C(NC2=CC1OCC1=CC(=NO1)C)CNC(=O)C1(CC1)C)F